6-(2,6-difluorobenzyl)-3-((1R,5S,6R)-1-methyl-3-oxabicyclo[3.1.0]hexan-6-yl)-3,6-dihydro-4H-pyrazolo[4,3-d][1,2,3]triazin-4-one FC1=C(CN2N=C3C(N=NN(C3=O)[C@@H]3[C@H]4COC[C@@]34C)=C2)C(=CC=C1)F